3-phenoxybenzenesulfonamide O(C1=CC=CC=C1)C=1C=C(C=CC1)S(=O)(=O)N